N1(N=NC=C1)[C@@H]1[C@@H](CC1)C=1C=C(N)C=CC1 3-(cis-2-(1H-1,2,3-triazol-1-yl)cyclobutyl)aniline